FC1([C@H](C2=C(N(N=C2C(F)(F)F)[C@@H]2C[C@@H](OCC2)C(F)(F)F)C1)O)F (4S)-5,5-difluoro-3-(trifluoromethyl)-1-[(2R,4S)-2-(trifluoromethyl)oxan-4-yl]-4,6-dihydrocyclopenta[c]pyrazol-4-ol